6-(difluoromethoxy)pyridazin-3-amine FC(OC1=CC=C(N=N1)N)F